C(#N)CC=1C=C(CNCCCCOC2CN(C2)C2=NC3=C(C4=CN=CC=C24)C=CC(=C3)C(=O)N)C=C(C1)F 5-(3-(4-((3-(cyanomethyl)-5-fluorobenzyl)amino)butoxy)azetidin-1-yl)benzo[c][2,6]naphthyridine-8-carboxamide